(1-(7-methoxyquinolin-5-yl)cyclopropyl)-2-methylbenzamide COC1=CC(=C2C=CC=NC2=C1)C1(CC1)C=1C(=C(C(=O)N)C=CC1)C